OCC1N(CCN(C1)C(C1=CC=CC=C1)(C1=CC=CC=C1)C1=CC=CC=C1)C(=O)OC(C)(C)C tert-butyl 2-(hydroxymethyl)-4-tritylpiperazine-1-carboxylate